FC1=C(C#N)C=C(C(=C1F)F)F 2,3,4,5-tetrafluorobenzonitrile